C(=O)(O)[C@H](CCC(=O)N1CCC(CC1)NC(NCCOCCOCC(=O)ON1C(CCC1=O)=O)=O)NC(CCCCCCCCCCCCCCCCC(=O)O)=O 18-[[(1S)-1-carboxy-4-[4-[2-[2-[2-(2,5-dioxopyrrolidin-1-yl)oxy-2-oxo-ethoxy]ethoxy]ethylcarbamoylamino]-1-piperidyl]-4-oxo-butyl]amino]-18-oxo-octadecanoic acid